tert-butyl (3R,4S)-4-((6-chloro-5-(4,4,5,5-tetramethyl-1,3,2-dioxaborolan-2-yl)pyridin-3-yl)amino)-3-fluoropiperidine-1-carboxylate ClC1=C(C=C(C=N1)N[C@@H]1[C@@H](CN(CC1)C(=O)OC(C)(C)C)F)B1OC(C(O1)(C)C)(C)C